FC1=C(C(=CC=C1)F)C1=N[C@H](C2=NC(=NN2C=2SC=3CCCCCC3C12)C)C (7S)-9-(2,6-difluorophenyl)-4,7-dimethyl-18-thia-2,3,5,8-tetrazatetracyclo[8.8.0.02,6.011,17]octadeca-1(10),3,5,8,11(17)-pentaene